FC=1C=NC(=NC1)C=1C(=C(C=CC1)NC1=C(N=NC(=C1)NC1=NC=CC(=C1)C(C)(C)O)C(=O)NCC([2H])([2H])[2H])OC 4-((3-(5-fluoropyrimidin-2-yl)-2-methoxyphenyl)amino)-6-((4-(2-hydroxypropan-2-yl)pyridin-2-yl)amino)-N-(ethyl-d3)pyridazine-3-carboxamide